2-CHLORO-5-FLUORO-4-FORMYLPYRIDINE ClC1=NC=C(C(=C1)C=O)F